COC(\C=C\C=C/C=C\CCC)=O.CS(=O)C=1C(=NC(=NC1)NC1=CC=C(C(=O)N)C=C1)C1=CC=C(C=C1)OC(F)(F)F 4-((5-(methylsulfinyl)-4-(4-(trifluoromethoxy)phenyl)pyrimidin-2-yl)amino)benzamide Methyl-(E,Z,Z)-2,4,6-decatrienoate